(Cyanomethyl)trimethyl-phosphonium iodide [I-].C(#N)C[P+](C)(C)C